isobutyl 3-dimethylamino-α-cyanocinnamate CN(C=1C=C(C=C(C(=O)OCC(C)C)C#N)C=CC1)C